BrC1=CC=C(C=C1)C1N(CCCC1)C(C(=O)N([2H])C=1C=NN2C1N=CC=C2)=O 2-(2-(4-bromophenyl)piperidin-1-yl)-2-oxo-N-(pyrazolo[1,5-a]pyrimidin-3-yl)acetamide-d1